C(C)(C)(C)OC(N[C@@H]1[C@H]2C(O[C@@H](\C=C/C1)CC2)=O)=O.CC(CCCC/C=C/C(=O)NCC2=CC(OC)=C(O)C=C2)C trans-8-methyl-N-vanillyl-nonenamide tert-Butyl-N-[(1S,2S,4Z,6R)-8-oxo-7-oxabicyclo[4.2.2]dec-4-en-2-yl]carbamate